(((S)-oxetane-2-yl)methyl)-1H-benzo[d]imidazole-6-carboxylic acid O1[C@@H](CC1)CN1C=NC2=C1C=C(C=C2)C(=O)O